Cl.FC1=C(C=CC(=C1)F)C=1C=C2C(=NNC2=CC1)NC(=O)[C@H]1CNCCC1 (3R)-N-[5-(2,4-difluorophenyl)-1H-indazol-3-yl]piperidine-3-carboxamide hydrochloride